4-(5-(2-chloropyridin-3-yl)oxazol-2-yl)-1,1,1-trifluorobutan-2-ol ClC1=NC=CC=C1C1=CN=C(O1)CCC(C(F)(F)F)O